Cl.O[C@H](CN1C(C2=CC=C(C=C2C(C1)(C)C)C(=O)N1CCC2(CC1)CCCCC2)=O)[C@H]2NCC1=CC=CC=C1C2 ((R)-2-hydroxy-2-((S)-1,2,3,4-tetrahydroisoquinolin-3-yl)ethyl)-4,4-dimethyl-6-(3-azaspiro[5.5]undecane-3-carbonyl)-3,4-dihydroisoquinolin-1(2H)-one hydrochloride